CC=1N=C2C(=NC1)C(=NS2)N 6-methylisothiazolo[4,5-b]pyrazin-3-amine